Cl.ClCC=1N=C2N(C(=CC=C2)C(F)(F)F)C1 (chloromethyl)-5-(trifluoromethyl)imidazo[1,2-a]pyridine hydrochloride